3-(5-((4-methylpiperazin-1-yl)methyl)-1H-benzo[d]Imidazol-2-yl)-1H-pyrazol-4-amine CN1CCN(CC1)CC1=CC2=C(NC(=N2)C2=NNC=C2N)C=C1